C(C(C)C)OC1=C(C=C(C=C1)C(C1=CC=C(C=C1)OCC(C)C)=O)CCC(=O)O 3-[2-isobutoxy-5-(4-isobutoxybenzoyl)phenyl]propionic acid